The molecule is a sulfuric ester obtained by the formal condensation of (3Z)-9-methyldec-3-en-1-ol with sulfuric acid. It has a role as a Daphnia pulex metabolite and a kairomone. It is an organic sulfate and a sulfuric ester. It is a conjugate acid of a (3Z)-9-methyldec-3-en-1-yl sulfate. CC(C)CCCC/C=C\\CCOS(=O)(=O)O